The molecule is a biflavonoid that consists of two units of 5,7-dihydroxy-4'-methoxyflavanone attached at the C-3 position (the meso-isomer). Isolated from Stellera chamaejasme, it exhibits antimitotic and antifungal activity. It has a role as an antifungal agent, an antimitotic and a plant metabolite. It is a biflavonoid, a hydroxyflavanone, a ring assembly and a member of 4'-methoxyflavanones. COC1=CC=C(C=C1)[C@H]2[C@H](C(=O)C3=C(C=C(C=C3O2)O)O)[C@H]4[C@H](OC5=CC(=CC(=C5C4=O)O)O)C6=CC=C(C=C6)OC